2,2'-(1-(6-morpholinylpyridin-3-yl)butane-2,3-diyl)bis(N-ethylhydrazine-1-thiocarboxamide) N1(CCOCC1)C1=CC=C(C=N1)CC(C(C)NNC(NCC)=S)NNC(NCC)=S